1,6-Hexanediol dimyristate C(CCCCCCCCCCCCC)(=O)OCCCCCCOC(CCCCCCCCCCCCC)=O